benzyl (2S)-2-(cyanomethyl)-4-[2-methylsulfanyl-7-(1-naphthyl)-6,8-dihydro-5H-pyrido[3,4-d]pyrimidin-4-yl]piperazine-1-carboxylate C(#N)C[C@@H]1N(CCN(C1)C=1C2=C(N=C(N1)SC)CN(CC2)C2=CC=CC1=CC=CC=C21)C(=O)OCC2=CC=CC=C2